N'-((6-ethyl-1H-indazol-7-yl)carbamoyl)-2-(2-hydroxypropan-2-yl)thiazole-5-sulfonimidamide C(C)C1=CC=C2C=NNC2=C1NC(=O)N=S(=O)(N)C1=CN=C(S1)C(C)(C)O